FC(C1=CC=C(C=C1)N[C@@H](CC(=O)N)CC)(F)F (3R)-3-[(4-trifluoromethylphenyl)amino]valeramide